Cl.O[C@@H]1CN(CC1)C[C@@H](C)NC(=O)C1=CC=CN2C1=NC=1C3=C(C=CC1C2=O)C=CC=C3 N-((R)-1-((S)-3-hydroxypyrrolidin-1-yl)propan-2-yl)-7-oxo-7H-benzo[h]pyrido[2,1-b]quinazoline-12-carboxamide hydrochloride